1,4'-bis[N-(1-naphthyl)-N-phenylamino]biphenyl C1(=CC=CC2=CC=CC=C12)N(C1=CC=CC=C1)C1(CC=CC=C1)C1=CC=C(C=C1)N(C1=CC=CC2=CC=CC=C12)C1=CC=CC=C1